OC(CNC([O-])=O)C 2-Hydroxypropylcarbamate